FC(C(=O)O)(F)F.COC=1C(=CC=2C(=NN(N2)C)C1)NC(=O)N1CCC=2C1=NC=CC2N2C[C@@H](NCC2)C (S)-N-(6-methoxy-2-methyl-2H-benzo[d][1,2,3]triazol-5-yl)-4-(3-methylpiperazin-1-yl)-2,3-dihydro-1H-pyrrolo[2,3-b]pyridine-1-carboxamide 2,2,2-trifluoroacetate